(S,E)-2-cyclopentyl-N-(4-(methylsulfonyl)but-3-en-2-yl)-4-(pyridin-3-yloxy)pyrimidine-5-carboxamide C1(CCCC1)C1=NC=C(C(=N1)OC=1C=NC=CC1)C(=O)N[C@@H](C)\C=C\S(=O)(=O)C